diselenide molybdenum [Mo+4].[SeH-]=[Se].[SeH-]=[Se].[SeH-]=[Se].[SeH-]=[Se]